3-benzyl-1-(trans-4-((5-cyanopyridin-2-yl)amino)cyclohexyl)-1-(4-(1-methyl-1H-pyrazol-5-yl)phenyl)urea C(C1=CC=CC=C1)NC(N(C1=CC=C(C=C1)C1=CC=NN1C)[C@@H]1CC[C@H](CC1)NC1=NC=C(C=C1)C#N)=O